5-[(diethoxyphosphoryl) difluoromethyl]-6-fluoro-1-benzothiophene-2-carboxylate C(C)OP(=O)(OCC)C(C=1C(=CC2=C(C=C(S2)C(=O)[O-])C1)F)(F)F